C(C1=CC=CC=C1)N1CCC(CC1)CCNC(=O)N1CC(N(CC1)C1=CC=C(C=C1)OC)C N-[2-(1-benzylpiperidin-4-yl)ethyl]-4-(4-methoxyphenyl)-3-methylpiperazine-1-carboxamide